6-(3-hydroxypropoxy)naphthalene-2-carboxylic acid OCCCOC=1C=C2C=CC(=CC2=CC1)C(=O)O